CC1=C(C=NC=C1)C=CC=O 3-(4-methylpyridin-3-yl)acrylaldehyde